C1N(CC2=CC=CC=C12)C(CS(=O)C1=NC(=CC=C1)F)=O 1-(1,3-dihydro-2H-isoindol-2-yl)-2-[(6-fluoropyridin-2-yl)sulfinyl]ethanone